1-bromo-5-methoxy-2-methyl-4-(2,2,2-trifluoro-1,1-dimethyl-ethyl)benzene BrC1=C(C=C(C(=C1)OC)C(C(F)(F)F)(C)C)C